3-(6-(pyrazolo[1,5-a]pyridin-3-yl)pyridin-2-yl)-3,6-diazabicyclo[3.1.1]heptane N1=CC(=C2N1C=CC=C2)C2=CC=CC(=N2)N2CC1NC(C2)C1